6-(3-Chlorophenyl)-1-[(5-fluoro-3-pyridyl)methyl]-3H-imidazo[4,5-b]pyridin ClC=1C=C(C=CC1)C=1C=C2C(=NC1)NCN2CC=2C=NC=C(C2)F